3-(difluoromethyl)-6-fluoro-3-hydroxy-2,7-dimethyl-2,3-dihydrobenzo[d]isothiazole 1,1-dioxide FC(C1(N(S(C2=C1C=CC(=C2C)F)(=O)=O)C)O)F